CC=1C=C2C(=C3CN(C(C13)=O)[C@@H]1C(NC(CC1)=O)=O)OCC21CCN(CC1)CC1=CC(=CC=C1)C=1C=NN(C1)C (S)-3-(5-methyl-1'-(3-(1-methyl-1H-pyrazol-4-yl)benzyl)-6-oxo-6,8-dihydro-2H,7H-spiro[furo[2,3-e]isoindol-3,4'-piperidin]-7-yl)piperidine-2,6-dione